(2s,4s)-2-(4-(4-methyl-3-(trifluoromethyl)phenyl)piperidine-1-carbonyl)-7-oxa-5-azaspiro[3.4]octan-6-one CC1=C(C=C(C=C1)C1CCN(CC1)C(=O)C1CC2(C1)NC(OC2)=O)C(F)(F)F